C1C(=O)N=C(N)C=C1 desazacytosine